C(C)(C)(C)C1=NC(=NO1)C1=CC=C(C=C1)C(=O)N1CC2CCC(C1)N2C=2OC=1C(=NC(=CC1)Cl)N2 [4-(5-tert-butyl-1,2,4-oxadiazol-3-yl)phenyl]-[8-[5-chlorooxazolo[4,5-b]pyridin-2-yl]-3,8-diazabicyclo[3.2.1]octan-3-yl]methanone